C1=CC=CC=2C3=CC=CC=C3C(C12)COC(=O)N([C@@H](CNC(C(CC(=O)O)CC1=CC=CC=C1)=O)CC1=CC=C(C=C1)Cl)C 4-(((R)-2-((((9H-fluoren-9-yl)methoxy)carbonyl)(methyl)amino)-3-(4-chlorophenyl)propyl)amino)-3-benzyl-4-oxobutanoic acid